C(#N)C=1C=C(C=CC1)C1=CC=CC=2NC(=NC21)C2N(CCOC2)C#N (4-(3-cyanophenyl)-1H-benzo[d]imidazol-2-yl)morpholine-4-carbonitrile